CC([C@@H](C(=O)O)NS(=O)(=O)C=1C=CC2=C(OC3=C2C=C(C=C3)NC(=O)NC3=CC(=CC=C3)OC3=CC=CC=C3)C1)C (S)-3-methyl-2-(8-(3-(3-phenoxyphenyl)ureido)dibenzo[b,d]furan-3-sulfonamido)butanoic acid